FC1=CC(=NC(=C1[Si](C)(C)C)F)NN (4,6-difluoro-5-trimethylsilyl-2-pyridinyl)hydrazine